2-(3-fluorothien-2-yl)morpholine FC1=C(SC=C1)C1CNCCO1